4-(2-(Methylamino)ethyl)aniline CNCCC1=CC=C(N)C=C1